tert-butyl (2R)-4-(4-cyano-5-nitropyridin-2-yl)-2-(hydroxymethyl)piperazine-1-carboxylate C(#N)C1=CC(=NC=C1[N+](=O)[O-])N1C[C@@H](N(CC1)C(=O)OC(C)(C)C)CO